tert-butyl((1r,3r)-3-ethynylcyclobutyloxy)dimethylsilane C(C)(C)(C)[Si](C)(C)OC1CC(C1)C#C